amino oxoacetate O=CC(=O)ON